(S,E)-6-ethyl-3-((3-(3-(2-(4-(3-fluoroazetidin-1-yl)-N-methylbut-2-enamido)propanamido)propoxy)phenyl)amino)-5-((tetrahydro-2H-pyran-4-yl)amino)pyrazine-2-carboxamide C(C)C1=C(N=C(C(=N1)C(=O)N)NC1=CC(=CC=C1)OCCCNC([C@H](C)N(C(\C=C\CN1CC(C1)F)=O)C)=O)NC1CCOCC1